C(C)OC1=CC(=NC=C1C#N)[C@H](C)N1C(C2=CC(=CC(=C2CC1)C1=NN(C(C=C1C(F)(F)F)=O)C)CN1C(=NC=C1)C)=O (S)-4-ethoxy-6-(1-(7-((2-methyl-1H-imidazol-1-yl)methyl)-5-(1-methyl-6-oxo-4-(trifluoromethyl)-1,6-dihydropyridazin-3-yl)-1-oxo-3,4-dihydroisoquinolin-2(1H)-yl)ethyl)nicotinonitrile